C(N)(=O)[C@H]1N(C[C@]2(C1)C(NC(C2)C2=CC=CC=C2)=O)C(=O)OCCCC butyl (3S,5S)-3-carbamoyl-6-oxo-8-phenyl-2,7-diazaspiro[4.4]nonane-2-carboxylate